Fmoc-3-aminopropanal C(=O)(OCC1C2=CC=CC=C2C2=CC=CC=C12)C(C=O)CN